C(C1=CC=CC=C1)OC1=NC=C(C=C1C1=CC=NC=C1)NC1=CC=CC=C1 2-(Benzyloxy)-N-phenyl-[3,4'-bipyridin]-5-amine